N[C@H](C(=O)NC1=CC=C(C=C1)N1C=NC(=C1C)C)C(C1CC1)C1CC1 (2S)-2-amino-3,3-dicyclopropyl-N-[4-(4,5-dimethyl-imidazol-1-yl)phenyl]propan-amide